C(C)(C)(C)OC(=O)N1[C@@H]2C[C@H]([C@H](C1)C2)C2=C(C1=C(N(C=C1C(C)C)C(=O)OC(C)(C)C)S2)C tert-butyl 2-((1S,4R,5R)-2-(tert-butoxycarbonyl)-2-azabicyclo[2.2.1]heptan-5-yl)-4-isopropyl-3-methyl-6H-thieno[2,3-b]pyrrole-6-carboxylate